C(CCCCCCCCC)OC1=CC=C(C=C1)NC(=O)C=1C(OC2=CC(=CC=C2C1)OC)=O N-(4-decyloxyphenyl)-7-methoxycoumarin-3-carboxamide